3,7-Dihydrobenzo[1,2-b:4,5-b']difuran-2,6-dione O1C=2C(CC1=O)=CC=1OC(CC1C2)=O